C(C)(C)N1N=CC(=C1)C1=CC=2N(N=C1C)C(=CN2)C2=C1C=CC(=NC1=NC=C2)C2=NN(C=C2)C 5-(7-(1-Isopropyl-1H-pyrazol-4-yl)-6-methylimidazo[1,2-b]pyridazin-3-yl)-2-(1-methyl-1H-pyrazol-3-yl)-1,8-naphthyridine